{3-(4-fluorophenyl)-4-[6-(1,2-thiazol-3-yl)furo[2,3-d]pyrimidin-4-yl]-1H-pyrazol-1-yl}-1λ6-thietane-1,1-dione FC1=CC=C(C=C1)C1=NN(C=C1C=1C2=C(N=CN1)OC(=C2)C2=NSC=C2)C2S(CC2)(=O)=O